5-[[(2S,3S,4R,5S)-3-(3,4-difluoro-2-methoxy-phenyl)-4,5-dimethyl-5-(trifluoromethyl)tetrahydrofuran-2-carbonyl]amino]pyridin-3-carboxamid FC=1C(=C(C=CC1F)[C@H]1[C@H](O[C@@]([C@@H]1C)(C(F)(F)F)C)C(=O)NC=1C=C(C=NC1)C(=O)N)OC